FC(C(=O)O)(F)F.BrC=1C=C2C=CC(=CC2=CC1)NC=1N=NNC1C(=O)O 4-((6-bromonaphthalen-2-yl)amino)-1H-1,2,3-triazole-5-carboxylic acid 2,2,2-trifluoroacetate